N[C@@H]1[C@@H](CCCC1)C1=C(C2=NC(=CC(=C2S1)NCC=1SC=CC1)Cl)C 2-((1R,2S)-2-aminocyclohexyl)-5-chloro-3-methyl-N-(thiophen-2-ylmethyl)thieno[3,2-b]pyridin-7-amine